N-(2-(4-(dimethylamino)piperidin-1-yl)-5-(5-fluoro-4-(1-methyl-1H-pyrazol-4-yl)pyrimidine-2-ylamino)-4-methoxyphenyl)acrylamide CN(C1CCN(CC1)C1=C(C=C(C(=C1)OC)NC1=NC=C(C(=N1)C=1C=NN(C1)C)F)NC(C=C)=O)C